C(C)(C)(C)N(NC(C1=C(C(=CC=C1)OC)C)=O)C(C1=CC(=CC(=C1)C)C)=O N-tert-butyl-N'-(3-methoxy-2-methylbenzoyl)-3,5-dimethylbenzoyl-hydrazine